F[B-](F)(F)F.[Fe+2].C1(C=CC=C1)C1=C(C=CC=C1)C(C)C.F[B-](F)(F)F (2,4-cyclopentadien-1-yl)((1-methylethyl)benzene) iron (II) tetrafluoroborate